C[C@H]([C@H]1C(=O)NCC[C@@H](C(=O)N[C@H](C(=O)N[C@@H](C(=O)N[C@H](C(=O)N[C@H](C(=O)N[C@H](C(=O)N1)CCNCS(=O)(=O)[O-])CCNCS(=O)(=O)[O-])CC(C)C)CC(C)C)CCNCS(=O)(=O)[O-])NC(=O)[C@H](CCNCS(=O)(=O)[O-])NC(=O)[C@H]([C@@H](C)O)NC(=O)[C@H](CCNCS(=O)(=O)[O-])NC(=O)CCCCC(C)C)O.[Na+].[Na+].[Na+].[Na+].[Na+] The molecule is colistin B in which each of the primary amino groups is converted into the corresponding aminomethanesulfonic acid sodium salt, commonly by treatment with formaldehyde followed by sodium bisulfite. It is an organic sodium salt, a peptide antibiotic and a polymyxin. It contains a colistimethate B(5-). It derives from a colistin B.